N-(4-(trifluoromethyl)benzyl)aniline FC(C1=CC=C(CNC2=CC=CC=C2)C=C1)(F)F